C(C)S(=O)(=O)C1=C(N=C2N1C=CC(=C2)C(F)(F)F)C2=COC1=CC(=CC=C1C2=O)C(F)(F)F 3-[3-ethylsulfonyl-7-(trifluoromethyl)imidazo[1,2-a]pyridin-2-yl]-7-(trifluoro-methyl)chromen-4-one